4-chloranyl-5-(1,3-dioxolan-2-yl)-2-methyl-6-(phenyl-methoxy)pyrimidine ClC1=NC(=NC(=C1C1OCCO1)OCC1=CC=CC=C1)C